ClC1=CC=C(C=C1)C=1OC(=C(N1)C(=O)O)C1=CNC2=CC=CC=C12 2-(4-chlorophenyl)-5-(1H-indole-3-yl)oxazole-4-carboxylic acid